1-[2-[2-(2,5-Dioxopyrrol-1-yl)ethoxy]ethylcarbamoyl]cyclobutanecarboxylic acid tert-butyl ester C(C)(C)(C)OC(=O)C1(CCC1)C(NCCOCCN1C(C=CC1=O)=O)=O